ClC=1C=C(C=C2C(=CNC12)C=O)F 7-CHLORO-5-FLUORO-1H-INDOLE-3-CARBALDEHYDE